CC1(CCC=C(C1)/C=C/C(C)=O)C (E)-4-(5,5-dimethylcyclohex-1-en-1-yl)but-3-en-2-one